bis(2-(2-mercaptoethylthio)-3-mercaptopropyl)sulfide SCCSC(CSCC(CS)SCCS)CS